delta-thiovalerolactone C1(CCCCO1)=S